[I-].C[N+](CCCC)(CCCC)CCC methyl-propyl-dibutyl-ammonium iodide